OC[C@H](C)N1C=NC2=C(C1=O)C=C(N=C2N2C=NC=C2)C2=NC=C(C=C2)C(F)(F)F (S)-3-(1-hydroxy-prop-2-yl)-8-(1H-imidazol-1-yl)-6-(5-(trifluoromethyl)pyridin-2-yl)pyrido[3,4-d]pyrimidin-4(3H)-one